F[P-](F)(F)(F)(F)F.F[P-](F)(F)(F)(F)F.C(CCCCCC)N1C=CC(C=C1)=C1C=CN(C=C1)CCCCCCC 1,1'-diheptyl-[4,4'-bipyridine] bis(hexafluorophosphate)